(2-bromobenzyl)-4-nitrobenzenesulfonamide BrC1=C(CC2=C(C=CC(=C2)[N+](=O)[O-])S(=O)(=O)N)C=CC=C1